4-{[tert-Butyl(dimethyl)silyl]oxy}-7-chloro-1,3,4,5-tetrahydro-2H-1-benzazepin-2-on [Si](C)(C)(C(C)(C)C)OC1CC(NC2=C(C1)C=C(C=C2)Cl)=O